[Al].CN(C(CC[C@@H]1[C@H](OC(C)=O)[C@@H](OC(C)=O)[C@H](OC(C)=O)[C@H](O1)COC(C)=O)=O)C N,N-Dimethyl-3-(2,3,4,6-tetra-O-acetyl-α-D-glucopyranosyl)propioamide Aluminium